(R)-8-(1-((4-fluoro-2-(methylsulfonyl)phenyl)amino)ethyl)-3,6-dimethyl-2-morpholinoquinazolin-4(3H)-one FC1=CC(=C(C=C1)N[C@H](C)C=1C=C(C=C2C(N(C(=NC12)N1CCOCC1)C)=O)C)S(=O)(=O)C